(2R,3R,4S)-1,3-bis(benzyloxy)-4-methoxyhept-6-yne-2,5-diol C(C1=CC=CC=C1)OC[C@H]([C@H]([C@H](C(C#C)O)OC)OCC1=CC=CC=C1)O